N-(5-(cyclohexyloxy)pyridin-2-yl)-5-(5-methoxypyridin-2-yl)-1,3,4-oxadiazol-2-amine C1(CCCCC1)OC=1C=CC(=NC1)NC=1OC(=NN1)C1=NC=C(C=C1)OC